CC1=NC2=CC=C(C=C2C=C1)C=O (2-methyl-6-quinolyl)methanone